benzyl (3R,5S)-3-((5-bromo-1-((2-(trimethylsilyl)ethoxy)methyl)-1H-pyrrolo[2,3-b]pyridin-4-yl)amino)-5-methylpiperidine-1-carboxylate BrC=1C(=C2C(=NC1)N(C=C2)COCC[Si](C)(C)C)N[C@H]2CN(C[C@H](C2)C)C(=O)OCC2=CC=CC=C2